C(C)(=O)NC(C(=O)NCC1=CC=CC=C1)=C 2-Acetylamino-N-benzyl-acrylamide